ClC=1C2=C(N=CN1)C=NC(=N2)N2[C@@H]1CN([C@H](C2)C1)C(=O)OC(C)(C)C tert-butyl (1S,4S)-5-(4-chloropyrimido[5,4-d]pyrimidin-6-yl)-2,5-diazabicyclo[2.2.1]heptane-2-carboxylate